CC1=NOC(=C1C=CC(=O)NCCN1N=C(C=CC1=O)C1=C(N=C(S1)C)C)C 3-(3,5-dimethyl-1,2-oxazol-4-yl)-N-[2-[3-(2,4-dimethyl-1,3-thiazol-5-yl)-6-oxopyridazin-1-yl]ethyl]propenamide